(4r,5s,7r,8r,9s,10r)-4-(((5-chlorofuran-2-yl)methyl)amino)-7-(hydroxymethyl)-9-(4-(3,4,5-trifluorophenyl)-1H-1,2,3-triazol-1-yl)-1,6-dioxaspiro[4.5]decan-8,10-diol ClC1=CC=C(O1)CN[C@@H]1CCO[C@]12O[C@@H]([C@@H]([C@@H]([C@H]2O)N2N=NC(=C2)C2=CC(=C(C(=C2)F)F)F)O)CO